N1CC(CC=C1)=O 3(1H)pyridone